(3S,4R)-3-fluoro-3-methyl-1-(4-((8-((R)-2-methylazetidin-1-yl)-5-((R)-1-(oxetan-3-yl)ethyl)-2,7-naphthyridin-3-yl)amino)pyrimidin-2-yl)piperidin-4-ol F[C@]1(CN(CC[C@H]1O)C1=NC=CC(=N1)NC=1N=CC2=C(N=CC(=C2C1)[C@H](C)C1COC1)N1[C@@H](CC1)C)C